C(C)OC1=C2C=C(N=CC2=C(N=C1)N1[C@H](CC1)C)NC1=NC(=NC=C1)N1C[C@]([C@@H](CC1)O)(C)F (3S,4R)-1-(4-((5-ethoxy-8-((S)-2-methylazetidin-1-yl)-2,7-naphthyridin-3-yl)Amino)pyrimidin-2-yl)-3-fluoro-3-methylpiperidin-4-ol